COC1=C(C(=CC(=C1)C)OC)N(C(CNC(=O)N)C)C1=NC(N2C(C3=CC(=C(C=C3CC2)OC)OC)=C1)=O 1-(2-((2,6-dimethoxy-4-methylphenyl)(9,10-dimethoxy-4-oxo-6,7-dihydro-4H-pyrimido[6,1-a]isoquinolin-2-yl)amino)propyl)urea